ClC=1C(=C2C=NN(C2=CC1C)S(=O)(=O)C1=CC=C(C)C=C1)C=1C(=NN(C1C)C1CC2(CN(C2)C(=O)OC(C)(C)C)C1)C1=CC=C(C=C1)C(=O)OC tert-butyl 6-(4-(5-chloro-6-methyl-1-tosyl-1H-indazol-4-yl)-3-(4-(methoxycarbonyl) phenyl)-5-methyl-1H-pyrazol-1-yl)-2-azaspiro[3.3]Heptane-2-carboxylate